COC1=CC=C(C[C@H]2N(CC(C2)=C)S(=O)(=O)C2=CC=C(C)C=C2)C=C1 (R)-2-(4-methoxybenzyl)-4-methylene-1-p-toluenesulfonyl-pyrrolidine